OC[C@@H]1[C@@H](OC(O1)(C)C)[C@H]1[C@H](OC(O1)(C)C)CO [(4R,5R)-5-[(4R,5R)-5-(hydroxymethyl)-2,2-dimethyl-1,3-dioxolan-4-yl]-2,2-dimethyl-1,3-dioxolan-4-yl]methanol